1-bromo-7-chloro-3-(naphthalen-2-yl)imidazo[1,5-a]Pyridine-8-carboxylic acid ethyl ester C(C)OC(=O)C=1C=2N(C=CC1Cl)C(=NC2Br)C2=CC1=CC=CC=C1C=C2